FC(C(=O)O)(F)F.ClC=1C(=C(C#N)C=C(C1)[C@@H]1CN2[C@H](CO1)CNCC2)F 3-chloro-2-fluoro-5-((3R,9aS)-octahydropyrazino[2,1-c][1,4]oxazin-3-yl)benzonitrile trifluoroacetate